C(C)(C)(C)OC(=O)N1C=CC2=C(C(=CC(=C12)C)OC)CN1C(CC2(COC2)CC1)C1=CC=C(C=C1)C(=O)OC(C)(C)C 4-((6-(4-(tert-butoxycarbonyl)phenyl)-2-oxa-7-azaspiro[3.5]nonan-7-yl)methyl)-5-methoxy-7-methyl-1H-indole-1-carboxylic acid tert-butyl ester